(1R,2's,4s)-4-(3-chloro-2-methylanilino)-2'-[(2R)-2-methyl-3-{[(5R)-5-methyl-5,6,7,8-tetrahydroquinolin-4-yl]oxy}propyl]-2',3'-dihydrospiro[cyclohexane-1,1'-indene]-4-carboxylic acid ClC=1C(=C(NC2(CCC3([C@H](CC4=CC=CC=C34)C[C@H](COC3=CC=NC=4CCC[C@H](C34)C)C)CC2)C(=O)O)C=CC1)C